(2-((4,4-difluorocyclohexyl)amino)-6-(3-(trifluoromethyl)-1H-pyrazol-1-yl)pyrimidin-4-yl)methanol FC1(CCC(CC1)NC1=NC(=CC(=N1)CO)N1N=C(C=C1)C(F)(F)F)F